C1(=CC=CC=C1)C1(CC1)C=1NC(C=2CN(CCCC2N1)C(CC=1C=C(C=CC1)C1=CC(=CC=C1)C(F)(F)F)=O)=O 2-(1-phenylcyclopropyl)-6-(2-(3'-(trifluoromethyl)-[1,1'-biphenyl]-3-yl)acetyl)-3,5,6,7,8,9-hexahydro-4H-pyrimido[5,4-c]azepin-4-one